1-(5-(1-(3-fluorophenyl)azetidin-3-yl)-2,3-dihydro-1H-inden-1-yl)piperidine-4-carboxylic acid FC=1C=C(C=CC1)N1CC(C1)C=1C=C2CCC(C2=CC1)N1CCC(CC1)C(=O)O